(di-tert-butylphenyl)-biphenylenediphosphonite C(C)(C)(C)C=1C(=C(C=CC1)OP([O-])C=1C(=CC=C2C3=CC=CC=C3C12)P([O-])[O-])C(C)(C)C